C(C1=CC=CC=C1)N1C\C(\CC1)=C(\CN1C(C2=CC=CC=C2C1=O)=O)/F (Z)-2-(2-(1-benzylpyrrolidin-3-ylidene)-2-fluoroethyl)isoindoline-1,3-dione